3-(3,4-dihydroxyphenyl)-2-carbonylpropionic acid OC=1C=C(C=CC1O)CC(C(=O)O)=C=O